(Z)-3-(1-hydroxybutenyl)benzofuran-2-one ethanolamine salt C(O)CN.O\C(=C/CC)\C1C(OC2=C1C=CC=C2)=O